C1(=CC=CC=C1)C1=C2C=CC=NC2=C2N=C(C=CC2=C1)N 5-phenyl-9-amino-1,10-phenanthroline